5-(9H-carbazol-9-yl)-2-(2,6-diisopropylphenyl)imidazo[1,5-a]pyridin-2-ium chloride [Cl-].C1=CC=CC=2C3=CC=CC=C3N(C12)C1=CC=CC=2N1C=[N+](C2)C2=C(C=CC=C2C(C)C)C(C)C